6-methyl-8-tert-butyl-coumarin Tert-butyl-3-ethynyl-5,6-dihydropyridine-1(2H)-carboxylate C(C)(C)(C)OC(=O)N1CC(=CCC1)C#C.CC=1C=C2C=CC(OC2=C(C1)C(C)(C)C)=O